(9H-fluoren-9-yl)methyl (S)-2-((4-(1,3-dithiolan-2-yl)phenyl)carbamoyl)pyrrolidine-1-carboxylate S1C(SCC1)C1=CC=C(C=C1)NC(=O)[C@H]1N(CCC1)C(=O)OCC1C2=CC=CC=C2C=2C=CC=CC12